The molecule is a uric acid. It is a tautomer of a 9H-purine-2,6,8-triol, a 1H-purine-2,6,8-triol, a 7H-purine-2,6,8-triol, a 2,6-dihydroxy-7,9-dihydro-8H-purin-8-one and a 7,9-dihydro-1H-purine-2,6,8(3H)-trione. C12C(=NC(=O)N1)NC(=O)NC2=O